O=C1NC(CCC1N1C(C2=CC=C(C=C2C1=O)N1CCN(CC1)CCN(C(OC(C)(C)C)=O)C)=O)=O tert-butyl N-[2-[4-[2-(2,6-dioxo-3-piperidinyl)-1,3-dioxo-isoindol-5-yl] piperazin-1-yl] ethyl]-N-methyl-carbamate